F[B-](F)(F)F.C[N+](=C(S)N(C)C)C N,N,N',N'-tetramethylthiuronium tetrafluoroborate